8-hydroxy-2-methylquinazolin OC=1C=CC=C2C=NC(=NC12)C